C1(=CC=CC=C1)N1N=CC2=CC(=CC=C12)NC=1C2=C(N=CN1)C=CC(=N2)N2CC1(CCN1C(=O)OC(C)(C)C)C2 tert-Butyl 6-(4-((1-phenyl-1H-indazol-5-yl)amino)pyrido[3,2-d]pyrimidin-6-yl)-1,6-diazaspiro[3.3]heptane-1-carboxylate